[NH4+].P(=O)(O[C@H]1CN(CC1)C(CCCCCCC[C@H]1[C@H](C1)CCCCCCCC)=O)(O)O (3R)-1-{8-[(cis)-2-Octylcyclopropyl]octanoyl}pyrrolidin-3-yl dihydrogen phosphate ammonium salt